C1=CN(C(=O)N=C1N)C[C@@H](CO)OCP(=O)(O)O The molecule is cytosine substituted at the 1 position by a 3-hydroxy-2-(phosphonomethoxy)propyl group (S configuration). A nucleoside analogue, it is an injectable antiviral used for the treatment of cytomegalovirus (CMV) retinitis in AIDS patients. It has a role as an antiviral drug, an antineoplastic agent, an anti-HIV agent and a photosensitizing agent. It is a pyrimidone and a member of phosphonic acids. It is a conjugate acid of a cidofovir(2-) and a cidofovir(1-).